C1(=CC=CC=C1)[O-].C1(=CC=CC=C1)[O-].[Li+].[Li+] lithium bis(phenolate)